S-sulfanyl-glutathione SSC[C@H](NC(CC[C@H](N)C(=O)O)=O)C(=O)NCC(=O)O